FC=1C=C(C=CC1F)NC(=O)N1CC=2N(C[C@@H]1C)N=NC2C(=O)N[C@@H](C(F)(F)F)C (S)-N5-(3,4-Difluorophenyl)-6-methyl-N3-((R)-1,1,1-trifluoropropan-2-yl)-6,7-dihydro-[1,2,3]triazolo[1,5-a]pyrazine-3,5(4H)-dicarboxamide